2-((4-methylpiperidin-1-yl)methyl)-4,4'-bipyridine CC1CCN(CC1)CC1=NC=CC(=C1)C1=CC=NC=C1